ClC1=NC=C(C(=N1)NC1=C(C(=CC=C1)C1=NN(C=N1)C)OC)C(=O)NC 2-Chloro-4-((2-methoxy-3-(1-methyl-1H-1,2,4-triazol-3-yl)phenyl)amino)-N-methylpyrimidine-5-carboxamide